(3R,5R,7R,E)-N'-((1-((1R,4R)-4-(cyanomethyl)cyclohexyl)-1,6-dihydroimidazo[4,5-d]pyrrolo[2,3-b]pyridin-2-yl)methoxy)adamantane-1-carboxamidine C(#N)CC1CCC(CC1)N1C(=NC=2C1=C1C(=NC2)NC=C1)CO\N=C(\N)/C12CC3CC(CC(C1)C3)C2